6-chloro-N,N-dimethyl-pyrazin-2-amine ClC1=CN=CC(=N1)N(C)C